4-cyano-4-(dodecyl-thio-thiocarbonyl)thiovaleric acid C(#N)C(CCC(=S)O)(C)C(=S)SCCCCCCCCCCCC